(+/-)-2-exo-(2-Methylbenzyloxy)-1-methyl-4-isopropyl-7-oxabicyclo[2.2.1]heptan CC1=C(COC2C3(CCC(C2)(O3)C(C)C)C)C=CC=C1